CSC=1SC=C(N1)C1=CC=CC=C1 2-(methylthio)-4-phenylthiazole